BrC=1C=C(C=2N(C1)C(=C(N2)CC)N(C=2SC(=C(N2)C2=CC=C(C=C2)F)C#N)C)C 2-[(6-Bromo-2-ethyl-8-methyl-imidazo[1,2-a]pyridin-3-yl)-methyl-amino]-4-(4-fluoro-phenyl)-thiazole-5-carbonitrile